COC1=CC=C(COC2=C(C=C3C4=C(C(OC3=C2)=O)C=C(C=C4)C(C)O)OC)C=C1 3-(4-methoxybenzyloxy)-8-(1-hydroxyethyl)-2-methoxy-6H-benzo[c]Chromen-6-one